[C@@H]1([C@H](O)[C@H](O)[C@@H](O)[C@@H](O1)C)O[C@H]1[C@@H](O[C@H]([C@@H]([C@H]1O)O)C)OC(C(C(CCCCCCC)O)C(C(CCCCCCCC)O)=O)=O α-L-rhamnosyl-(1-2)-α-L-rhamnosyl-β-hydroxydecanoyl-β-hydroxydecanoate